O1C=CC2=C1C=CC=C2C=2C=C(OC2)C(CCC(=O)O)=O 4-(4-(benzofuran-4-yl)furan-2-yl)-4-oxobutyric acid